tert-butyl (R)-4-(3,5-dimethylpyridin-2-yl)-2-ethylpiperazine-1-carboxylate CC=1C(=NC=C(C1)C)N1C[C@H](N(CC1)C(=O)OC(C)(C)C)CC